5-[7-(3-hydroxy-3-methyl-cyclobutyl)pyrrolo[2,3-c]pyridazin-3-yl]-6-methyl-benzofuran-4-ol OC1(CC(C1)N1C=CC2=C1N=NC(=C2)C2=C(C=C1C(C=CO1)=C2O)C)C